C1(=CC=CC=C1)C=1N=CN(C1)CC(=O)N1CCN(CC1)C(=O)OC(C)(C)C tert-butyl 4-[2-(4-phenylimidazol-1-yl)acetyl]piperazine-1-carboxylate